4-Methyl-undecane tert-butyl-3-(5-(2-fluorophenyl)-1,3,4-thiadiazol-2-yl)piperidine-1-carboxylate C(C)(C)(C)OC(=O)N1CC(CCC1)C=1SC(=NN1)C1=C(C=CC=C1)F.CC(CCC)CCCCCCC